(S)-N-((3,5-dimethyl-1H-pyrazol-4-yl)methyl)-6-(3,5-dimethylisoxazol-4-yl)-4-(3-phenylmorpholino)quinazoline-2-carboxamide CC1=NNC(=C1CNC(=O)C1=NC2=CC=C(C=C2C(=N1)N1[C@H](COCC1)C1=CC=CC=C1)C=1C(=NOC1C)C)C